6-(6-ethynyl-4-methylpyridin-3-yl)-5-(3-fluoro-4-((4-methylpyrimidin-2-yl)oxy)phenyl)-7-isopropyl-7H-pyrrolo[2,3-d]pyrimidin-4-amine C(#C)C1=CC(=C(C=N1)C1=C(C2=C(N=CN=C2N)N1C(C)C)C1=CC(=C(C=C1)OC1=NC=CC(=N1)C)F)C